3-methyl-1-((1-(pyridin-4-yl)piperidin-4-yl)methyl)-1H-pyrazole-5-carboxylic acid methyl ester COC(=O)C1=CC(=NN1CC1CCN(CC1)C1=CC=NC=C1)C